FC1=C(NC=2C(=NC(=C(N2)NC)C=2C3=C(C=NC2)N(C=N3)C)C(=O)N)C=CC(=C1)S(=O)(=O)C 3-(2-Fluoro-4-methylsulfonyl-anilino)-5-(methylamino)-6-(3-methylimidazo[4,5-c]pyridin-7-yl)pyrazin-2-carboxamid